{8-[(4-fluoro-2-methoxyphenyl)sulfonyl]-3,8-diazabicyclo[3.2.1]oct-3-yl}(1H-1,2,3-triazol-5-yl)methanone tert-Butyl-((6-bromoisochroman-1-yl)methyl)(methyl)carbamate C(C)(C)(C)OC(N(C)CC1OCCC2=CC(=CC=C12)Br)=O.FC1=CC(=C(C=C1)S(=O)(=O)N1C2CN(CC1CC2)C(=O)C2=CN=NN2)OC